3-Isopropyl-cyclohexanone C(C)(C)C1CC(CCC1)=O